4-nitro-2H-1,2,3-triazole [N+](=O)([O-])C1=NNN=C1